1-[3-bromo-5-(trifluoromethyl)-2-pyridinyl]piperazine hydrochloride Cl.BrC=1C(=NC=C(C1)C(F)(F)F)N1CCNCC1